O1C(C=NC=C1)CO [1,4]Oxazin-2-yl-methanol